IC1=CC=C(N=N1)N(C1C[C@H]2CC[C@@H](C1)N2C(=O)OC(C)(C)C)C tert-butyl (1R,3R,5S)-3-[(6-iodopyridazin-3-yl) (methyl)amino]-8-azabicyclo[3.2.1]octane-8-carboxylate